(S,E)-2-(1-fluorocyclopentyl)-N-(4-(methylsulfonyl)but-3-en-2-yl)-4-phenoxypyrimidine-5-carboxamide FC1(CCCC1)C1=NC=C(C(=N1)OC1=CC=CC=C1)C(=O)N[C@@H](C)\C=C\S(=O)(=O)C